ClC1=C(CNC(=O)[C@H]2NC(CC2)=O)C=CC=C1C(F)(F)F (S)-N-(2-chloro-3-(trifluoromethyl)benzyl)-5-oxopyrrolidine-2-carboxamide